C(C1=CC(O)=C(O)C(O)=C1)(=O)OCCCCCCCCCCCCCCCCCCCCCCCCCCCCCC n-triacontyl gallate